N1CC(C1)C=1C=NC(=NC1)C=1C=C(C(=O)N[C@@H](C=2NC3=CC=CC=C3C2)C2=C(C=CC(=C2)F)O)C=C(C1)C (R)-3-(5-(azetidin-3-yl)pyrimidin-2-yl)-N-((5-fluoro-2-hydroxyphenyl)(1H-indole-2-yl)methyl)-5-methylbenzamide